benzindoledisulfonate N1C(=C(C2=CC=C3C(=C12)C=CC=C3)S(=O)(=O)[O-])S(=O)(=O)[O-]